CNC=1N=CC(=C2C=C(N=CC12)NC(=O)C1CC1)C1=NN2C(C=CC(=C2)OCCS(=O)(=O)C)=N1 N-(8-(methylamino)-5-(6-(2-(methylsulfonyl)ethoxy)-[1,2,4]triazolo[1,5-a]pyridin-2-yl)-2,7-naphthyridin-3-yl)cyclopropanecarboxamide